5-chloro-6-((4''-(2,2-diethoxyethoxy)-2,2'-dimethyl-[1,1':3',1''-terphenyl]-3-yl)methoxy)-2-methoxynicotinaldehyde ClC=1C(=NC(=C(C=O)C1)OC)OCC=1C(=C(C=CC1)C1=C(C(=CC=C1)C1=CC=C(C=C1)OCC(OCC)OCC)C)C